Racemic-4-(difluoromethyl)-3,5-difluoro-N-(8-fluoro-6-oxo-1,4,5,6-tetrahydro-2H-pyrano[3,4-c]isoquinolin-1-yl)-N-methylbenzamide FC(C1=C(C=C(C(=O)N(C)[C@H]2COCC=3NC(C=4C=C(C=CC4C32)F)=O)C=C1F)F)F |r|